2-((3-chlorobenzyl)amino)-N-(6-oxaspiro[4.5]decan-9-yl)-N-(p-tolyl)acetamide hydrochloride Cl.ClC=1C=C(CNCC(=O)N(C2=CC=C(C=C2)C)C2CCOC3(CCCC3)C2)C=CC1